C(C)(C)(C)C1=CC=CC=C1 4-tertiary butyl-benzene